ClC=1C(=C(C=CC1)C=1CCCC2=C(C1C1=CC=C(C=C1)C=C1CN(C1)CCCF)C=CC(=C2)C(=O)O)C 8-(3-chloro-2-methylphenyl)-9-(4-((1-(3-fluoropropyl)azetidin-3-ylidene)methyl)phenyl)-6,7-dihydro-5H-benzo[7]annulene-3-carboxylic acid